C(C)(C)OC([C@H](C)NP(=O)(OC1=CC=C(C=C1)[N+](=O)[O-])N[C@H](C(=O)OC(C)C)C)=O (2S)-Isopropyl 2-(((((S)-1-isopropoxy-1-oxopropan-2-yl)amino)(4-nitrophenoxy)phosphoryl)-amino)propanoate